N1(C=CC=C1)C1=CC=C(CN2CCN(CC2)C2=C(C=C3C(C(=CN(C3=C2)C2CC2)C(=O)[O-])=O)F)C=C1 7-(4-(4-(1H-pyrrol-1-yl) benzyl) piperazin-1-yl)-1-cyclopropyl-6-fluoro-4-oxo-1,4-dihydroquinoline-3-carboxylate